(2R,3R) or (2S,3S)-N-[4-(4-methyl-2-phenylpiperazine-1-carbonyl)-3-[3-(trifluoromethyl)pyrrolidin-1-yl]phenyl]cyclopropanecarboxamide hydrochloride Cl.CN1C[C@H](N(CC1)C(=O)C1=C(C=C(C=C1)NC(=O)C1CC1)N1C[C@@H](CC1)C(F)(F)F)C1=CC=CC=C1 |o1:4,24|